1-(2,3-dihydrobenzofuran-5-yl)-3-methylbutan-2-amine O1CCC2=C1C=CC(=C2)CC(C(C)C)N